carbonyl-ruthenium hydrogen chloride Cl.C(=O)=[Ru]